NC1=C(C(=O)NC2=C(C=CC=C2)CC)C=CC=C1 2-amino-N-(2-ethylphenyl)benzamide